FC1=CC=C(C=C1)C=1N=CN(C1C=1C=CC=2N(C1)C(=CN2)C#N)CC(C)C.[F].[Cr] chromium fluorine 6-(4-(4-fluorophenyl)-1-isobutyl-1H-imidazol-5-yl)imidazo[1,2-a]pyridine-3-carbonitrile